ClCC1=CC=C(C=C1)N1C(=NC=2C1=NC(=CC2C)C)C=2C(=NC=CC2)N 3-(3-(4-(Chloromethyl)phenyl)-5,7-dimethyl-3H-imidazo[4,5-b]pyridin-2-yl)pyridin-2-amine